(3R)-4,4-difluoro-3-methylpiperidine hydrochloride Cl.FC1([C@@H](CNCC1)C)F